[N-]=C=O.[N-]=C=O.CC1=CC=CC=C1 Toluen diisocyanat